(S)-N-(1-(1-(2,4-bis(trifluoromethyl)phenyl)ethyl)-1H-pyrazol-4-yl)-3-(pyridin-2-yl)isoxazole-5-carboxamide FC(C1=C(C=CC(=C1)C(F)(F)F)[C@H](C)N1N=CC(=C1)NC(=O)C1=CC(=NO1)C1=NC=CC=C1)(F)F